N-((2S)-bicyclo[2.2.1]hept-5-en-2-yl)benzamide C12[C@H](CC(C=C1)C2)NC(C2=CC=CC=C2)=O